ClC=1C=C2C(=C(NC2=CC1)C)C1CCN(CC1)C(=O)C=1C=CC2=C(NC(CO2)=O)C1 6-[4-(5-Chloro-2-methyl-1H-indol-3-yl)piperidine-1-carbonyl]-4H-1,4-benzoxazin-3-one